NC(CNC(=O)C1=NC(=CN=C1)C=1NC2=CC(=CC=C2C1)OC(F)(F)F)(C)C N-(2-amino-2-methylpropyl)-6-(6-(trifluoromethoxy)-1H-indol-2-yl)pyrazine-2-carboxamide